ethyl 2-methyl-propanoate CC(C(=O)OCC)C